FC=1C=CC(=C(C1)CO)S(=O)(=O)C1=CC=C(C=C1)F (5-fluoro-2-((4-fluorophenyl)sulfonyl)phenyl)methanol